COC1=C(C=CC(=C1)OC)CNC1=NN=C(C2=CC(=CC=C12)C=1C=C(C=NC1OC)B(O)O)C [5-[1-[(2,4-Dimethoxyphenyl)methylamino]-4-methylphthalazin-6-yl]-6-methoxypyridin-3-yl]boronic acid